tert-Butyl (2R,5S)-4-(6-chloro-1-methyl-2-oxo-1,2-dihydropyrido[3,2-d]pyrimidin-4-yl)-2,5-diethylpiperazine-1-carboxylate ClC=1C=CC=2N(C(N=C(C2N1)N1C[C@H](N(C[C@@H]1CC)C(=O)OC(C)(C)C)CC)=O)C